CN1C(=NC(=C1)NC(=O)C1CC(C1)NC(=O)OC(C)(C)C)C(=O)OCC ethyl 1-methyl-4-[(1r,3r)-3-[(tert-butoxycarbonyl)amino]cyclobutaneamido]imidazole-2-carboxylate